CN1CCC(CC1)NC=1C2=C(N=C(N1)C1=CC=NC=C1)N(C=C2)CCCN2CCCC2 N-(1-methylpiperidin-4-yl)-2-(pyridin-4-yl)-7-(3-(pyrrolidin-1-yl)propyl)-7H-pyrrolo[2,3-d]pyrimidin-4-amine